BrC1=C(C=CC=C1C)C1(CC1)C=1C(=C(C(=O)N)C=C(C1)OCCN(C)C)C (1-(2-Bromo-3-methylphenyl)cyclopropyl)-5-(2-(dimethylamino)ethoxy)-2-methylbenzamide